CC1=NC(=NC2=CC(=CC=C12)C(F)(F)F)C1=CC=C(OCCOC2CC(C2)C(=O)OC)C=C1 Methyl 3-(2-(4-(4-methyl-7-(trifluoromethyl)quinazolin-2-yl)phenoxy)ethoxy)cyclobutanecarboxylate